C1=CC=CC=2C3=CC=CC=C3C(C12)COC(=O)N[C@H](C(=O)OC(C)(C)C)CC1=CC(=C(C=C1)C(NS(=O)(=O)C)=O)OC tert-butyl (S)-2-((((9H-fluoren-9-yl)methoxy)carbonyl)amino)-3-(3-methoxy-4-((methylsulfonyl)carbamoyl)phenyl)propanoate